C(C=C)(=O)NC=1C(=CC(=C(C1)NC1=NC=C(C(=N1)N1CC(C2=NC(=CC=C21)C)(C)C)C(=O)OC(C)C)OC)N(C)CCN(C([2H])([2H])[2H])C([2H])([2H])[2H] isopropyl 2-((5-acrylamido-4-((2-(bis(methyl-d3) amino)ethyl)(methyl)amino)-2-methoxyphenyl)amino)-4-(3,3,5-trimethyl-2,3-dihydro-1H-pyrrolo[3,2-b]pyridin-1-yl)pyrimidine-5-carboxylate